N-benzyl-N-(2-isobutyryl-5-methoxyphenyl)propiolamide C(C1=CC=CC=C1)N(C(C#C)=O)C1=C(C=CC(=C1)OC)C(C(C)C)=O